tert-butyl (1R,2S,5S)-6,6-dimethyl-2-({(2S)-3-oxo-4-{[oxo(phenyl)acetyl]oxy}-1-[(3S)-2-oxopyrrolidin-3-yl]butan-2-yl}carbamoyl)-3-azabicyclo[3.1.0]hexane-3-carboxylate CC1([C@H]2CN([C@@H]([C@@H]12)C(N[C@@H](C[C@H]1C(NCC1)=O)C(COC(C(C1=CC=CC=C1)=O)=O)=O)=O)C(=O)OC(C)(C)C)C